O=C(CN1C=NC=C1C=O)C 1-(2-oxopropyl)-1H-imidazole-5-carbaldehyde